1-((4-((4-(4,4-dimethylcyclohexyl)phenyl)amino)cyclohexyl)methyl)urea CC1(CCC(CC1)C1=CC=C(C=C1)NC1CCC(CC1)CNC(=O)N)C